ClC1N=CC=CN1Cl 2,3-dichloropyrimidine